CS(=O)(=O)C1=CC=C(CC=2C=NN(C2)C(=O)OC(C)(C)C)C=C1 tert-butyl 4-(4-(methylsulfonyl) benzyl)-1H-pyrazole-1-carboxylate